(R)-5,5-dimethyl-3-((4-phenoxybutyryl)glycyl)thiazolidine-4-carboxylic acid CC1([C@H](N(CS1)C(CNC(CCCOC1=CC=CC=C1)=O)=O)C(=O)O)C